BrC1=CC(=C(CNC2=CC=CC=C2)C=C1)Cl N-(4-bromo-2-chlorobenzyl)aniline